2-((2-(3,3-difluoropyrrolidin-1-yl)ethyl)thio)-1,4-dihydroquinazoline dihydrochloride Cl.Cl.FC1(CN(CC1)CCSC=1NC2=CC=CC=C2CN1)F